ClC=1C=C(C=CC1C)NC(=O)NCC=1C=C2CN(C(C2=CC1)=O)C1C(NC(CC1)=O)=O 1-(3-chloro-4-methylphenyl)-3-((2-(2,6-dioxopiperidin-3-yl)-1-oxoisoindolin-5-yl)methyl)urea